BrC1=CC2=C(C(NN=C2CN(C)C)=O)N=C1 3-bromo-5-((dimethylamino)methyl)pyrido[2,3-d]pyridazin-8(7H)-one